Cis-ethyl 5-fluoro-6-[(5-methyl-1H-pyrazol-3-yl)amino]-2-(methyl[5-hydroxyadamantan-2-yl]amino)pyrimidine-4-carboxylate FC=1C(=NC(=NC1NC1=NNC(=C1)C)N(C1C2CC3CC(CC1C3)(C2)O)C)C(=O)OCC